5-bromobenzocarbazole BrC1=CC=2C=3C=CC=CC3NC2C2=C1C=CC=C2